COCCOC(=O)/N=N/C(=O)OCCOC azodicarboxylic acid bis(2-methoxyethyl ester)